trans-2-((4-(4-(4-chlorophenyl)-5-methyl-4H-1,2,4-triazol-3-yl)cyclohexyl)oxy)-5-(difluoromethyl)pyridine ClC1=CC=C(C=C1)N1C(=NN=C1C)[C@@H]1CC[C@H](CC1)OC1=NC=C(C=C1)C(F)F